methyl 1-methyl-4-(((1-methylcyclobutyl) amino) methyl)-1H-pyrrolo[2,3-b]pyridine-6-carboxylate CN1C=CC=2C1=NC(=CC2CNC2(CCC2)C)C(=O)OC